1-[4-(3,5-dichlorophenyl)piperazin-1-yl]-2-(methoxymethyl)pentane-1,4-dione ClC=1C=C(C=C(C1)Cl)N1CCN(CC1)C(C(CC(C)=O)COC)=O